FC1=C(C(=C(C(=C1[B-](C1=C(C(=C(C(=C1F)F)F)F)F)(C1=C(C(=C(C(=C1F)F)F)F)F)C1=C(C(=C(C(=C1F)F)F)F)F)F)F)F)F.C1(=CC=CC=C1)C1=C2C=CC(C(=C3C=CC(=C(C=4C=CC(=C(C5=CC=C1N5)C5=CC=CC=C5)N4)C4=CC=CC=C4)N3)C3=CC=CC=C3)=N2.[Mn+2].FC2=C(C(=C(C(=C2[B-](C2=C(C(=C(C(=C2F)F)F)F)F)(C2=C(C(=C(C(=C2F)F)F)F)F)C2=C(C(=C(C(=C2F)F)F)F)F)F)F)F)F manganese tetraphenylporphyrin tetrakis(pentafluorophenyl)borate